3-((5-bromo-2-methyl-2H-1,2,3-triazol-4-yl)methyl)-5-fluoro-2-methoxypyridine BrC=1C(=NN(N1)C)CC=1C(=NC=C(C1)F)OC